C(C)(=O)[O-].C(CCCCCCCCCCC)[N+]1(CCCC1)CC 1-dodecyl-1-ethylpyrrolidinium acetate